C1(=CC=CC=C1)N1N=C(C=C1NC(=O)OCC(Cl)(Cl)Cl)C(=O)OCC ethyl 1-phenyl-5-(2,2,2-trichloroethoxycarbonylamino)pyrazole-3-carboxylate